FC=1C=C2C(C[C@H]([C@@H](C2=CC1F)NC(NC=1C=C(C(=NC1C1CCOCC1)C(=O)N)C)=O)O)(C)C |r| rac-5-(3-((1R,2R)-6,7-difluoro-2-hydroxy-4,4-dimethyl-1,2,3,4-tetrahydronaphthalen-1-yl)ureido)-3-methyl-6-(tetrahydro-2H-pyran-4-yl)pyridinecarboxamide